C(CC)[Si](OCCOC)(OCCOC)OCCOC propyltri(β-methoxyethoxy)silane